(1-methyl-2-oxabicyclo[2.1.1]hex-4-yl)methanone CC12OCC(C1)(C2)C=O